6-chloro-5-(2,6-difluorophenyl)-7-(trifluoromethyl)-3H-1,4-benzodiazepin-2-amine ClC1=C(C=CC2=C1C(=NCC(=N2)N)C2=C(C=CC=C2F)F)C(F)(F)F